4-chloro-2-[4-(4-piperidyloxy)phenyl]-5-[[(3R)-tetrahydropyran-3-yl]methylamino]pyridazin-3-one hydrochloride HCl Cl.Cl.ClC=1C(N(N=CC1NC[C@@H]1COCCC1)C1=CC=C(C=C1)OC1CCNCC1)=O